C(#N)C1=CC=C(C=C1)C1CCN(CC1)C(=O)C1=CC=C(C(=N1)NC(=O)NC1COCC1)C 1-(6-(4-(4-cyanophenyl)piperidine-1-carbonyl)-3-methylpyridin-2-yl)-3-(tetrahydrofuran-3-yl)urea